ClC(C1=CC2=C(C(=NO2)NS(=O)(=O)C2=C(C=CC=C2OC)OC)C(=C1)OC)C1=NC=CC=C1 N-(6-(chloro(pyridin-2-yl)methyl)-4-methoxybenzo[d]Isoxazol-3-yl)-2,6-dimethoxybenzenesulfonamide